4-[2,4-difluoro-5-[(E)-2-methoxyvinyl]phenyl]isoxazole FC1=C(C=C(C(=C1)F)\C=C\OC)C=1C=NOC1